NC=1C(NC(N(N1)C1=CC(=C(OC=2C=C3C(=CC(=NC3=CC2)C2=CC=C(S2)C#N)C)C(=C1)Cl)Cl)=O)=O 5-(6-(4-(6-amino-3,5-dioxo-4,5-dihydro-1,2,4-triazine-2(3H)-yl)-2,6-dichlorophenoxy)-4-methylquinolin-2-yl)thiophen-2-carbonitrile